C12C(CC(CC1)C2)NC(=O)C2=CC=C(C(=N2)C(=O)OC)C=2C(=CC1=C(OCCC3=C1SC=C3)C2)C(NC2=CC=C(C=C2)CNC(=O)OC(C)(C)C)=O methyl 6-(bicyclo[2.2.1]heptan-2-ylcarbamoyl)-3-(9-((4-(((tert-butoxycarbonyl)amino)methyl)phenyl)carbamoyl)-4,5-dihydrobenzo[b]thieno[2,3-d]oxepin-8-yl)picolinate